FC=1C=C(C=CC1F)[N+]#[C-] 3,4-DIFLUORoPHENYLISOCYANIDE